[Si](C)(C)(C(C)(C)C)OC1(C(CCCC1)C)C(=O)OCC ethyl ((tert-butyldimethylsilyl) oxy)-2-methylcyclohexane-1-carboxylate